N[C@@H](C(=O)NC([2H])([2H])C1=C(C=CC=C1)F)C (R,S)-2-amino-N-((2-fluorophenyl)methyl-d2)propanamide